(S)-2-(3-(3-chloro-4-fluorophenyl)-1-(1-(1-oxo-1,2-dihydroisoquinolin-4-yl)ethyl)ureido)ethane-1-sulfonamide ClC=1C=C(C=CC1F)NC(N([C@@H](C)C1=CNC(C2=CC=CC=C12)=O)CCS(=O)(=O)N)=O